CC1(CCCC([N-]1)(C)C)C.[Mg+2].[Cl-] 2,2,6,6-tetramethylpiperidylmagnesium chloride